[Br-].C(CCCCCCC)[N+]1=CC=C(C=C1)C Octyl-4-methylpyridinium bromide salt